1-(3-((6-(3-fluorophenyl)-2-methyl-2H-indazol-3-yl)amino)azetidin-1-yl)prop-2-en-1-one FC=1C=C(C=CC1)C=1C=CC2=C(N(N=C2C1)C)NC1CN(C1)C(C=C)=O